FC(C(=O)[O-])F.[Cu+2].FC(C(=O)[O-])F copper (II) difluoroacetate